methyl 7-[4-(tert-butoxycarbonyl)piperazin-1-yl]-2-(2-methoxyethoxy)-1,3-benzoxazole-4-carboxylate C(C)(C)(C)OC(=O)N1CCN(CC1)C=1C=CC(=C2N=C(OC21)OCCOC)C(=O)OC